1-allyl-6-chloro-3,3-dimethyl-8-nitro-3,4-dihydro-1H-benzo[c][1,2]thiazine 2,2-dioxide C(C=C)N1S(C(CC2=C1C(=CC(=C2)Cl)[N+](=O)[O-])(C)C)(=O)=O